N-(1-cyanocyclopropyl)-9-(5-(difluoromethyl)-1,3,4-thiadiazol-2-yl)-4-(1-isobutyryl-1,2,3,6-tetrahydropyridin-4-yl)-9H-pyrido[2,3-b]indole-7-sulfonamide C(#N)C1(CC1)NS(=O)(=O)C1=CC=C2C3=C(N(C2=C1)C=1SC(=NN1)C(F)F)N=CC=C3C=3CCN(CC3)C(C(C)C)=O